O=C1NC(=C(C=C1C(=O)N)C1=CC=C(C=C1)OCC1=CC=2N(C=C1)N=NN2)C(F)(F)F 2-oxo-5-(4-(tetrazolo[1,5-a]pyridin-7-ylmethoxy)phenyl)-6-(trifluoromethyl)-1,2-dihydropyridine-3-carboxamide